(6-(benzylthio)-5-fluoro-2-methylpyridin-3-yl)carbamic acid tert-butyl ester C(C)(C)(C)OC(NC=1C(=NC(=C(C1)F)SCC1=CC=CC=C1)C)=O